[Cl-].C(CCC)C=1OC2=C(C1C(=O)C1=CC(=C(OCC[N+](CC)(CC)CC)C(=C1)I)I)C=CC=C2 2-[4-(2-butylbenzofuran-3-carbonyl)-2,6-diiodophenoxy]-N,N,N-triethylethan-1-aminium chloride